2'-deoxy-3'-deoxycytidine [C@@H]1(CC[C@@H](CO)O1)N1C(=O)N=C(N)C=C1